FC1(C(C1)NC(N([C@H](C(F)(F)F)C1=NC=C(C(=C1)C=1N=C(C=2N(C1)C=CN2)OC)OC)CC)=O)F 3-(2,2-difluorocyclopropyl)-1-ethyl-1-((S)-2,2,2-trifluoro-1-(5-methoxy-4-(8-methoxyimidazo[1,2-a]pyrazin-6-yl)pyridin-2-yl)ethyl)urea